8-((cis-4-hydroxycyclohexyl)oxy)-7-chloro-N-(3-((methylsulfonyl)methyl)phenyl)quinazolin-2-amine O[C@H]1CC[C@H](CC1)OC=1C(=CC=C2C=NC(=NC12)NC1=CC(=CC=C1)CS(=O)(=O)C)Cl